(4R)-4-(1-cyanocyclopropyl)-1,2,3-oxathiazolidine-3-carboxylic acid benzyl ester 2-oxide C(C1=CC=CC=C1)OC(=O)N1S(OC[C@H]1C1(CC1)C#N)=O